2-ethyl-4-[[4-(trifluoromethyl)phenyl]methyl]indazole-3-carboxylic acid C(C)N1N=C2C=CC=C(C2=C1C(=O)O)CC1=CC=C(C=C1)C(F)(F)F